N1N=CC=C1C1CN(CCC1)C=1C2=C(N=C(N1)N)C=CS2 4-(3-(1H-pyrazol-5-yl)piperidin-1-yl)thieno[3,2-d]pyrimidin-2-amine